CN(C1=CN=CC(=N1)\C(\C(=O)OC)=N/O)C methyl (2E)-2-[6-(dimethylamino)pyrazin-2-yl]-2-hydroxyimino-acetate